C1(CCCC1)C=1C(=NC(=NC1)C=1C(=NC=NC1OC)C1CC1)OCC1=CC=C(C=C1)C=1N(C=C(N1)C(F)(F)F)C 5-cyclopentyl-2-(4-cyclopropyl-6-methoxy-pyrimidin-5-yl)-4-[[4-[1-methyl-4-(trifluoromethyl)imidazol-2-yl]phenyl]methoxy]pyrimidine